2,5-dioxopyrrolidin-1-yl 1-((1R,8S,9s)-bicyclo[6.1.0]non-4-yn-9-yl)-3-oxo-2,7,10-trioxa-4-azatridecan-13-oate [C@H]12CCC#CCC[C@@H]2C1COC(NCCOCCOCCC(=O)ON1C(CCC1=O)=O)=O